(R)-1-(5-Fluoropyridin-3-yl)-2-((4-((1r,4S)-4-methoxycyclohexyl)-2-methylbutan-2-yl)amino)ethan-1-ol dihydrochloride Cl.Cl.FC=1C=C(C=NC1)[C@H](CNC(C)(CCC1CCC(CC1)OC)C)O